7-(methylsulfonyl)-7-azaspiro[3.5]nonan CS(=O)(=O)N1CCC2(CCC2)CC1